FC(C=1SC(=CN1)B(O)O)(F)F (2-(trifluoromethyl)thiazol-5-yl)boronic acid